bis(1-(N-piperidinyl)-3-phenylbut-3-enyl)benzene N1(CCCCC1)C(CC(=C)C1=CC=CC=C1)C1=C(C=CC=C1)C(CC(=C)C1=CC=CC=C1)N1CCCCC1